2-(2-aminophenyl)benzimidazole NC1=C(C=CC=C1)C=1NC2=C(N1)C=CC=C2